C(CCCCCCCCC(=O)O)(=O)O sebacoic acid